sodium (i) 1-(p-tolyl)-3-azabicyclo[3.1.0]Hexane C1(=CC=C(C=C1)C12CNCC2C1)C.[Na+]